3-(piperidin-1-yl)-4-((4-(5-(trifluoromethyl)-1,2,4-oxadiazol-3-yl)benzyl)amino)cyclobut-3-ene-1,2-dione N1(CCCCC1)C=1C(C(C1NCC1=CC=C(C=C1)C1=NOC(=N1)C(F)(F)F)=O)=O